CC1(COC1)N(S(=O)(=O)C=1C=CC=2N(C1)C=NC2)COCC[Si](C)(C)C N-(3-methyloxetane-3-yl)-N-((2-(trimethylsilyl)ethoxy)methyl)imidazo[1,5-a]pyridine-6-sulfonamide